4-(4-((4-methylphenyl)sulfonamido)phenyl)-1H-pyrrolo[2,3-b]pyridin CC1=CC=C(C=C1)S(=O)(=O)NC1=CC=C(C=C1)C1=C2C(=NC=C1)NC=C2